2',4'-Difluoro-4-acetoxy-[1,1'-biphenyl]-3-carboxylic acid FC1=C(C=CC(=C1)F)C1=CC(=C(C=C1)OC(C)=O)C(=O)O